chloro-2'-(2-(4-oxo-2-(phenylamino)-7-(trifluoromethyl)-3,4-dihydropyrido[2,3-d]pyrimidin-5-yl)ethoxy)-[1,1'-biphenyl]-3-carboxylic acid tert-butyl ester C(C)(C)(C)OC(=O)C=1C(=C(C=CC1)C1=C(C=CC=C1)OCCC1=CC(=NC=2N=C(NC(C21)=O)NC2=CC=CC=C2)C(F)(F)F)Cl